F[P-](F)(F)(F)(F)F.C(C)(C)[N+](=C(O)N)C(C)C N,N-diisopropyl-uronium hexafluorophosphate